Sodium Dithiophosphate P(=S)([S-])([O-])[O-].[Na+].[Na+].[Na+]